CC(C(=O)O)(C)C1CCN(CC1)C 2-methyl-2-(1-methylpiperidin-4-yl)propionic acid